6-chloro-N-(1-(4-chlorophenyl)-2,2,2-trifluoroethyl)-1-methyl-2-oxo-1,2-dihydropyridine-4-sulfonamide ClC1=CC(=CC(N1C)=O)S(=O)(=O)NC(C(F)(F)F)C1=CC=C(C=C1)Cl